ClC1=C(C=C(C=C1)C1=C(C2=C(CCC1)C=C(C=C2)O)C2=CC=C(C=C2)O[C@@H]2CN(CC2)CCCF)C 6-(4-chloro-3-methylphenyl)-5-[4-[(3S)-1-(3-fluoro-propyl)pyrrolidin-3-yl]oxyphenyl]-8,9-dihydro-7H-benzo[7]annulen-2-ol